C(C=C)N1S(C2=C(C3=C1C=CC=C3)N=C(N=C2)NC2=CC=C(C=C2)OCCN(CC)CC)(=O)=O 6-allyl-N-{4-[2-(diethylamino)ethoxy]phenyl}-6H-pyrimido[5,4-c][2,1]benzothiazin-2-amine 5,5-dioxide